CC1=CC2=C(C=N1)C=CN2 6-methyl-1H-pyrrolo[3,2-c]pyridin